ClC1=C(C=CC=C1Cl)N1CCN(CC1)CCC1(NC(=NC=C1)N)N 4-(2-(4-(2,3-dichlorophenyl)piperazin-1-yl)ethyl)pyrimidine-2,4-diamine